CN(C=CCCCCCCC)C dimethyl-(nonenyl)amine